[N+](=O)([O-])C=C1OCCC1CN1CNCC1 (2-(nitromethylene)-1-(tetrahydrofuran-3-yl)methyl)imidazolidine